N(C(=N)N)C1CP(CC1)(O)=O 3-(guanidino)-1-oxo-1-hydroxy-phospholane